N-(piperidin-4-yl)-2-(trifluoromethyl)quinolin-6-amine hydrochloride Cl.N1CCC(CC1)NC=1C=C2C=CC(=NC2=CC1)C(F)(F)F